3,3,3-trifluoro-N-(2-fluoro-4-(2-(((3S,5S)-5-fluoropiperidin-3-yl)amino)-8-(oxetan-3-yl)pyrido[3,2-d]pyrimidin-6-yl)phenyl)propane-1-sulfonamide FC(CCS(=O)(=O)NC1=C(C=C(C=C1)C=1C=C(C=2N=C(N=CC2N1)N[C@@H]1CNC[C@H](C1)F)C1COC1)F)(F)F